4-(1-aminoethyl)-N-(pyridin-4-yl)cyclohexane-1-carboxamide NC(C)C1CCC(CC1)C(=O)NC1=CC=NC=C1